(S)-6-amino-2-(1-amino-1,3-dihydrospiro[indene-2,4'-piperidin]-1'-yl)-3-methyl-5-((3-cyano-2-fluorophenyl)thio)pyrimidin-4(3H)-one NC1=C(C(N(C(=N1)N1CCC2(CC1)[C@@H](C1=CC=CC=C1C2)N)C)=O)SC2=C(C(=CC=C2)C#N)F